Tert-Butyl 6-[3-(tert-butoxymethyl)pyrazol-1-yl]-2-chloro-pyridine-3-carboxylate C(C)(C)(C)OCC1=NN(C=C1)C1=CC=C(C(=N1)Cl)C(=O)OC(C)(C)C